CC1(OB(OC1(C)C)C=1C=C(CNC(C=C)=O)C=CC1)C N-(3-(4,4,5,5-tetramethyl-1,3,2-dioxaborolan-2-yl)benzyl)acrylamide